BrC=1C(=NC=C(C1)C(C)(F)F)N 3-bromo-5-(1,1-difluoroethyl)pyridin-2-amine